CC=1N(C(=CC1)C=1SC=C(C1)C)CC(C(=O)O)(C1=CC=CC=C1)OCC 2-methyl-5-(4-methylthiophenyl)-pyrrol-1-yl-EthoxyPhenyl-Propionic Acid